p-tolylmethylaminofluorosilane C1(=CC=C(C=C1)CN[SiH2]F)C